CC1=C(CNC=2C=3N(C=C(C2)NC(CNC(=O)C2CC(C2)F)=O)C(=C(N3)C)C)C(=CC=C1)C N-(2-((8-((2,6-dimethylbenzyl)amino)-2,3-dimethylimidazo[1,2-a]pyridin-6-yl)amino)-2-oxoethyl)-3-fluorocyclobutane-1-carboxamide